C1(=CC=CC2=CC=CC=C12)CNC1=NC=C(C=N1)C1=CC2=C(NC(N2)=O)C=C1 5-(2-((Naphthalen-1-ylmethyl)amino)pyrimidin-5-yl)-1H-benzo[d]imidazol-2(3H)-one